N1C=CC2=C1C=CC=C2 benzo[d]Azole